C[C@@H]1COCCN1C1=CC(=NC(=N1)C1=C2C(=NC=C1)N(C=C2)S(=O)(=O)CC2=CC=CC=C2)C2S(CCC2)(=O)=O 2-(6-((R)-3-methylmorpholino)-2-(1-toluenesulfonyl-1H-pyrrolo[2,3-b]pyridin-4-yl)pyrimidin-4-yl)tetrahydrothiophene 1,1-dioxide